COC[C@H](C)N1C(=CC2=C1N=C(N=C2)S(=O)(=O)C)C#N (S)-7-(1-methoxypropane-2-yl)-2-(methylsulfonyl)-7H-pyrrolo[2,3-d]Pyrimidine-6-carbonitrile